1,2-PROPANDIOL C(C(C)O)O